3-diethoxymethyl-propen C(C)OC(CC=C)OCC